ClC1=NN2C(N=CC3=C2C(C[C@H]3C(=O)NC=3NC(C(=C(C3)C(F)F)C=3OC=CN3)=O)(C)C)=C1 (R)-2-chloro-N-(4-(difluoromethyl)-5-(oxazol-2-yl)-6-oxo-1,6-dihydropyridin-2-yl)-8,8-dimethyl-7,8-dihydro-6H-cyclopenta[e]pyrazolo[1,5-a]pyrimidine-6-carboxamide